(2-fluorophenyl)-((5-(4-(trifluoromethyl)phenyl)thiophen-2-yl)methyl)furan-2-carboxamide FC1=C(C=CC=C1)C=1C(=C(OC1)C(=O)N)CC=1SC(=CC1)C1=CC=C(C=C1)C(F)(F)F